(1-(3-fluoro-2'-(methylsulfonyl)-[1,1'-biphenyl]-4-yl)-2-oxopiperidin-3-yl)-3-(4-(trifluoromethoxy)phenyl)urea FC=1C=C(C=CC1N1C(C(CCC1)NC(=O)NC1=CC=C(C=C1)OC(F)(F)F)=O)C1=C(C=CC=C1)S(=O)(=O)C